3-(2-chloroethyl)-8-oxa-3-azaspiro[4.5]decane ClCCN1CCC2(C1)CCOCC2